NC=1C=C(C=CC1)C=1C(NC(C1C1=CN(C2=CC=CC=C12)C)=O)=O 3-(3-Aminophenyl)-4-(1-methyl-1H-indol-3-yl)pyrrole-2,5-dione